Methyl 4'-(3-((tert-butoxycarbonyl)amino)prop-1-yn-1-yl)-5-(4-(4-(trifluoromethyl)phenyl)-1H-1,2,3-triazol-1-yl)-[1,1'-biphenyl]-3-carboxylate C(C)(C)(C)OC(=O)NCC#CC1=CC=C(C=C1)C1=CC(=CC(=C1)N1N=NC(=C1)C1=CC=C(C=C1)C(F)(F)F)C(=O)OC